CC1=CC=C(C(=O)O[C@H]2C[C@@H](O[C@@H]2COC(C2=CC=C(C=C2)C)=O)N2C3=CC=CC=C3C=3C=C(C=CC23)C#C[Si](C)(C)C)C=C1 9-[2-deoxy-3,5-bis-O-(4-methylbenzoyl)-β-D-erythro-pentofuranosyl]-3-[(trimethylsilyl)ethynyl]-9H-carbazole